2-(5'H,7'H-spiro[cyclopropane-1,4'-thieno[2,3-c]pyran]-7'-yl)pyrrolidine S1C=CC2=C1C(OCC21CC1)C1NCCC1